3-(3-Aminocyclohexyl)-N-methyl-2-phenyl-1H-indole-6-carboxamide NC1CC(CCC1)C1=C(NC2=CC(=CC=C12)C(=O)NC)C1=CC=CC=C1